C[C@]1(C2=C(NC=3CC(NC(C13)=O)(C)C)N=CC=C2)C2=CC(=CC=C2)S(=O)(=O)C (R)-5,8,8-trimethyl-5-(3-(methylsulfonyl)phenyl)-7,8,9,10-tetrahydropyrido[2,3-b][1,6]naphthyridin-6(5H)-one